C(C)(C)(C)C1=CC=C(C=C1)C(CC(=O)C1=CC=C(C=C1)OC)=O 1-(4-tert-butylphenyl)-3-(4-methoxyphenyl)-1,3-propanedione